C(C)(C)(C)[C@@H]1[C@@H](CCCC1)CC(=O)[O-] [(1S,2S)-2-tert-butylcyclohexyl]acetate